(R)-6-(trifluoromethoxy)-2-(trifluoromethyl)-2H-chromene-3-carboxylic acid FC(OC=1C=C2C=C([C@@H](OC2=CC1)C(F)(F)F)C(=O)O)(F)F